7-((4,5-dihydro-1H-imidazol-2-yl)methoxy)-10,11-dimethyl-10H-pyrido[3,4-b]carbazole N1C(=NCC1)COC=1C=C2C=3C=C4C(=C(C3N(C2=CC1)C)C)C=NC=C4